C(C1=CC=CC=C1)OCC=1N(C=C(N1)I)C12CC(C1)C2 2-(benzyloxymethyl)-1-(bicyclo[1.1.1]pentan-1-yl)-4-iodo-1H-imidazole